[Si](C)(C)(C(C)(C)C)OC=1C=C2C(=NN(C2=CC1)C1OCCCC1)C=1C=NN(C1)CCCOCC[C@@H](C)O (2R)-4-[3-[4-[5-[tert-butyl(dimethyl)silyl]oxy-1-tetrahydropyran-2-yl-indazol-3-yl]pyrazol-1-yl]propoxy]butan-2-ol